FC=1C(=NC=C(C1)F)CC=1N=C(SC1C(=O)N)N1CCC(CC1)N1CC(CCC1)COCCC(C)F [(3,5-difluoropyridin-2-yl)methyl]-2-[3-({[3-fluorobutyl]oxy}methyl)[1,4'-bipiperidin]-1'-yl]-1,3-thiazole-5-carboxamide